CC1=CC=C(C=C1)S(=O)(=O)OC[C@@H]1OCCC1 (R)-(Tetrahydrofuran-2-yl)methyl 4-methylbenzenesulfonate